N-[3-({5-[2-(3-hydroxypropyl)-2H-tetrazol-5-yl]pyridin-3-yl}ethynyl)phenyl]-3-methyl-2-furamide OCCCN1N=C(N=N1)C=1C=C(C=NC1)C#CC=1C=C(C=CC1)NC(=O)C=1OC=CC1C